(3-phenyl)(4-methylpiperazin-1-yl)methanone 3,3,5-trimethylhexyl-methacrylate CC(CCOC(C(=C)C)=O)(CC(C)C)C.C1(=CC=CC=C1)C1CN(CCN1C)C=O